COC1=CC=2N(C=C1)C(=CN2)C=2C=C(C=CC2)NC(=O)C=2OC(=CC2)[N+](=O)[O-] N-(3-(7-methoxyimidazo[1,2-a]pyridin-3-yl)phenyl)-5-nitrofuran-2-carboxamide